(4R,4aS,6R)-4,4a,5,6,7,8-hexahydro-4,4a-dimethyl-6-(1-methylvinyl)-2(3H)-naphthalenone C[C@@H]1CC(C=C2CC[C@H](C[C@@]12C)C(=C)C)=O